COC1=CC=C(N=N1)O[C@@H]1C[C@@H](N(C1)CC1=CN=C(S1)NC(C)=O)C N-(5-(((2S,4R)-4-((6-methoxypyridazin-3-yl)oxy)-2-methylpyrrolidin-1-yl)methyl)thiazol-2-yl)acetamide